ClC1=CC=C(C=C1)[C@H](CC(NO)=N)O (3S)-3-(4-chlorophenyl)-N,3-dihydroxypropanimidamide